P(F)(F)F phosphorus trifluoride